N=1C=CN2C1CC(CC2)CN (5,6,7,8-tetrahydroimidazo[1,2-a]pyridin-7-yl)methylamine